methyl 4-fluoro-3-(3-((2-(trifluoromethyl)phenoxy)methyl)pyrrolidin-1-yl)benzoate FC1=C(C=C(C(=O)OC)C=C1)N1CC(CC1)COC1=C(C=CC=C1)C(F)(F)F